N-(4-Fluorophenyl)-1-{1-[(2R)-oxan-2-carbonyl]-1,2,3,4-tetrahydrochinolin-6-yl}cyclobutan-1-carboxamid FC1=CC=C(C=C1)NC(=O)C1(CCC1)C=1C=C2CCCN(C2=CC1)C(=O)[C@@H]1OCCCC1